1-(pyridin-3-yl)-5-(trifluoromethyl)-1H-pyrazole-4-carboxylic acid hydrochloride Cl.N1=CC(=CC=C1)N1N=CC(=C1C(F)(F)F)C(=O)O